N-(3-fluoro-4-(trifluoromethoxy)phenyl)-2,7-diazaspiro[3.5]nonane-2-carboxamide ditrifluoroacetate FC(C(=O)O)(F)F.FC(C(=O)O)(F)F.FC=1C=C(C=CC1OC(F)(F)F)NC(=O)N1CC2(C1)CCNCC2